FC(C)(F)C1=NC(=CC(=N1)NC1=CC(=NC=C1OCC)NC(OC)=O)C methyl (4-((2-(1,1-difluoroethyl)-6-methylpyrimidin-4-yl)amino)-5-ethoxypyridin-2-yl)carbamate